1-(5-tert-butyl-isoxazol-3-yl)-3-{4-[5-(tetrahydrofuran-2-ylmethoxy)-benzimidazol-1-yl]-phenyl}urea C(C)(C)(C)C1=CC(=NO1)NC(=O)NC1=CC=C(C=C1)N1C=NC2=C1C=CC(=C2)OCC2OCCC2